FCN1N=CC(=C1C1=CC(=NC=C1)C(CCC[C@H](C(=O)O)C)(OC)OC)N (R)-6-(4-(1-(fluoromethyl)4-amino-1H-pyrazol-5-yl)pyridin-2-yl)-6,6-dimethoxy-2-methylhexanoic acid